bis(4-hydroxy-cinnamyl)methane OC1=CC=C(C=CCCCC=CC2=CC=C(C=C2)O)C=C1